N-(6-methoxy-pyrazin-2-yl)-acetamide COC1=CN=CC(=N1)NC(C)=O